2-(3,4-dimethoxyphenyl)-1-(3,4,5-trimethoxyphenyl)ethane COC=1C=C(C=CC1OC)CCC1=CC(=C(C(=C1)OC)OC)OC